C1(C=CC(N1C(CCON1C(CCC1=O)=O)C)=O)=O N-(γ-maleimidobutyloxy)succinimide